2'-azido-2'-deoxycytidine 5'-triphosphate P(O)(=O)(OP(=O)(O)OP(=O)(O)O)OC[C@@H]1[C@H]([C@H]([C@@H](O1)N1C(=O)N=C(N)C=C1)N=[N+]=[N-])O